CN1N=C(C=C1)C(=O)N1[C@@H]([C@@H]2[C@H](C1)CCC2)C(=O)N[C@@H](C[C@H]2C(NCC2)=O)C(COC(F)(F)F)=O (1S,3aR,6aS)-2-(1-methyl-1H-pyrazole-3-carbonyl)-N-((S)-3-oxo-1-((S)-2-oxopyrrolidin-3-yl)-4-(trifluoromethoxy)butan-2-yl)octahydrocyclopenta[c]pyrrole-1-carboxamide